FC([C@H]1N(CC(CC1)C1=CC=C(C=C1)C(F)(F)F)C1=CC=C(C#N)C=C1)F 4-((2S)-2-(difluoromethyl)-5-(4-(trifluoromethyl)phenyl)piperidin-1-yl)benzonitrile